C(C)N1N=CC(=C1)CC=1C(N(C=C(C1)C)C1=NC(=CC(=C1F)C(F)(F)F)N1C[C@H](OCC1)C)=O 3-[(1-ethyl-1H-pyrazol-4-yl)methyl]-3'-fluoro-5-methyl-6'-[(2R)-2-methylmorpholin-4-yl]-4'-(trifluoromethyl)-2H-[1,2'-bipyridin]-2-one